diisopropoxytitanium(IV) C(C)(C)O[Ti+2]OC(C)C